2-methylcyclohexyl lactate C(C(O)C)(=O)OC1C(CCCC1)C